C(C)(C)(C)OC(=O)N1[C@@H](C[C@H](C1)F)C(NC1=NC(=CC=C1C)OCC(F)(F)F)=O (2S,4R)-4-fluoro-2-((3-methyl-6-(2,2,2-trifluoroethoxy)pyridin-2-yl)carbamoyl)pyrrolidine-1-carboxylic acid tert-butyl ester